S(=O)(=O)(OC(C)(C)C)O tertiary butyl hydrogen sulfate